(R)-3-(4-(4-((1-(3-(difluoromethyl)-2-fluorophenyl)ethyl)amino)-2-methylpyrido[2,3-d]pyrimidin-6-yl)-3,6-dihydropyridin-1(2H)-yl)-3-oxopropanenitrile FC(C=1C(=C(C=CC1)[C@@H](C)NC=1C2=C(N=C(N1)C)N=CC(=C2)C=2CCN(CC2)C(CC#N)=O)F)F